2-[(2-phenylpropyl)amino]-N-[4-(1H-1,2,4-triazol-1-yl)phenyl]-propanamide C1(=CC=CC=C1)C(CNC(C(=O)NC1=CC=C(C=C1)N1N=CN=C1)C)C